ClC1=C(COC(=O)NC=2C(=NOC2C2=CC=C(C=N2)NC(=O)C2CCCCC2)C)C=CC=C1 (1S,2S)-2-((6-(4-((((2-Chlorobenzyl)oxy)carbonyl)amino)-3-methylisoxazol-5-yl)pyridin-3-yl)carbamoyl)cyclohexan